4-([1,2,4]triazolo[1,5-a]pyrazin-6-yl)-5-(trifluoromethyl)pyridin-2-amine N=1C=NN2C1C=NC(=C2)C2=CC(=NC=C2C(F)(F)F)N